dibromo-(phenylmethylene)(tricyclohexyl-phosphine) ruthenium [Ru].BrC1C(C(CCC1)(P(C1CCCCC1)C1CCCCC1)Br)=CC1=CC=CC=C1